COC=1C=2N(C=C(C1)C=1C=NC(=NC1)N1CCNCC1)N=CC2C#N 4-methoxy-6-(2-(piperazin-1-yl)pyrimidin-5-yl)pyrazolo[1,5-a]pyridine-3-carbonitrile